COC1=CC=C(C=C1)C(OC[C@]1(O[C@H](CN(C1)C(C)C)N1C2=NC=NC(=C2N=C1)NC(C1=CC=CC=C1)=O)CO[Si](C(C)C)(C(C)C)C(C)C)(C1=CC=CC=C1)C1=CC=C(C=C1)OC N-[9-[(2R,6S)-6-[[bis(4-methoxyphenyl)-phenyl-methoxy]methyl]-4-isopropyl-6-(triisopropylsilyloxymethyl)morpholin-2-yl]purin-6-yl]benzamide